ClC1=C(C=CC=C1)N1C=2N(C3=C(C1=O)C=NC(=N3)NC3=CC=C1C4(CNCC1=C3)CC4)C=CN2 6-(2-chlorophenyl)-2-(2',3'-dihydro-1'H-spiro[cyclopropane-1,4'-isoquinolin]-7'-ylamino)imidazo[1,2-a]pyrimido[5,4-e]pyrimidin-5(6H)-one